C1(CCCCC1)NC1=NC=C(C(=N1)NC1CCCC1)C(=O)N 2-(cyclohexylamino)-4-(cyclopentylamino)pyrimidine-5-carboxamide